FC1(N2C(C=BC2=CC2=CC=C(N12)CCC(=O)O)CCC(=O)O)F 4,4-difluorobora-3a,4a-diaza-s-indacene-3,5-dipropionic acid